C(C)N(C(C1=C(C=CC(=C1)F)OC=1C(=NC=NC1)N1C[C@H](CC1)CN1CC2(C1)CCC(CC2)NS(=O)(=O)C)=O)C(C)C (R)-N-Ethyl-2-((4-(3-((7-(methylsulfonamido)-2-azaspiro[3.5]nonan-2-yl)methyl)pyrrolidin-1-yl)pyrimidin-5-yl)oxy)-5-fluoro-N-isopropylbenzamide